CC1(C=CC2=C(O1)C=C(C3=C2OC4=C(C3=O)C=CC(=C4O)O[C@H]5[C@@H](OC6=C5C7=C(C(=C6)O)C(=O)C8=C(O7)C(=CC=C8)O)C(C)(C)O)O)C The molecule is a member of the class of pyranoxanthones isolated from Hypericum japonicum. It has been found to exhibit inhibitory activity against platelet-activating factor (PAF)-induced hypertension. It has a role as a plant metabolite. It is a member of pyranoxanthones and a polyphenol.